CC=1C=C(C=C(C1)C)C=1N=CC=NC1C1=CC(=CC(=C1)C)C 5,6-bis(3,5-dimethylphenyl)pyrazine